[Na].C1(O)=C(O)C(=CC(=C1)S(=O)(=O)O)S(=O)(=O)O catechol-3,5-disulfonic acid sodium